1-(6-methoxy-1,3-benzodioxol-5-yl)propan-2-amine COC=1C(=CC2=C(OCO2)C1)CC(C)N